N-(1-cyclopropyl-2-oxo-1,2-dihydropyridin-3-yl)-8-fluoro-7-isopropoxy-2-((1S,4R)-1-methyl-2-oxabicyclo[2.2.1]hept-4-yl)imidazo[1,2-a]pyridine-6-carboxamide C1(CC1)N1C(C(=CC=C1)NC(=O)C=1C(=C(C=2N(C1)C=C(N2)[C@@]21CO[C@@](CC2)(C1)C)F)OC(C)C)=O